cetyl-N-(2-hydroxyethyl)-N-(3-hexadecyloxy-2-hydroxypropyl)amide C(CCCCCCCCCCCCCCC)C(C(C[N-]CCO)O)OCCCCCCCCCCCCCCCC